FC1=CC2=C(NC(N2)=O)C=C1 5-fluoro-1,3-dihydro-benzimidazol-2-one